C(=O)(O)CCN1\C(\C(C=2C3=C(C=CC12)C=CC=C3)(C)C)=C\C=C\C=C\C=C\C3=[NH+]C=1C=CC2=C(C1C3(C)C)C=CC=C2 2-((1E,3E,5E,7E)-7-(3-(2-carboxyethyl)-1,1-dimethyl-1,3-dihydro-2H-benzo[e]indol-2-ylidene)hepta-1,3,5-trien-1-yl)-1,1-dimethyl-1H-benzo[e]indol-3-ium